Diisodecyl-Cyclohexane C(CCCCCCC(C)C)C1(CCCCC1)CCCCCCCC(C)C